ClC1=C(C(=O)N(C)C)C=CC(=C1)NC1=NC=C(C(=N1)N[C@H](CO)C1=CC=CC=C1)C=1OC(=NN1)C(F)(F)F 2-chloro-4-[[4-[[(1S)-2-hydroxy-1-phenyl-ethyl]amino]-5-[5-(trifluoromethyl)-1,3,4-oxadiazol-2-yl]pyrimidin-2-yl]amino]-N,N-dimethyl-benzamide